5-((((4-bromo-2,5-dimethoxyphenethyl)carbamoyl)oxy)methoxy)-5-oxopentanoic acid BrC1=CC(=C(CCNC(=O)OCOC(CCCC(=O)O)=O)C=C1OC)OC